4-(4-methoxybenzyl)-8,8-dimethyl-1-oxa-4-azaspiro[5.5]undecane-3,9-dione COC1=CC=C(CN2C(COC3(C2)CC(C(CC3)=O)(C)C)=O)C=C1